FC1C(CN(C1)C)OC1=NN(C=C1[N+](=O)[O-])COCC[Si](C)(C)C 3-((4-fluoro-1-methylpyrrolidin-3-yl)oxy)-4-nitro-1-((2-(trimethylsilyl)ethoxy)methyl)-1H-pyrazole